O=C1NC=CC=C1CCN1C(C2=CC=CC=C2C1=O)=O 2-(2-(2-oxo-1,2-dihydropyridin-3-yl)ethyl)isoindoline-1,3-dione